(S)-2-(2-(3-acetyl-5-(2-methylpyrimidin-5-yl)-1H-indazol-1-yl)-N-methylacetamido)-N-(6-bromopyridin-2-yl)butanamide C(C)(=O)C1=NN(C2=CC=C(C=C12)C=1C=NC(=NC1)C)CC(=O)N(C)[C@H](C(=O)NC1=NC(=CC=C1)Br)CC